N-[6-[4-(hydroxymethyl)-1-piperidyl]-2,2-dimethyl-3H-furo[2,3-b]pyridin-5-yl]pyrazolo[1,5-a]pyrimidine-3-carboxamide OCC1CCN(CC1)C1=C(C=C2C(=N1)OC(C2)(C)C)NC(=O)C=2C=NN1C2N=CC=C1